ClC=1C=C(CNC2=NC3=CN=CC=C3C=3C2=C2C(N3)C=NC=C2)C=CC1 N-(3-chlorobenzyl)-10aH-pyrido[4',3':4,5]pyrrolo[3,2-c][1,7]naphthyridin-6-amine